CC1=CC=C(S1)S(=O)(=O)N1CC(CC1)C(=O)N1CCN(CC1)C1=CC=NC2=CC=CC=C12 (1-((5-methylthiophen-2-yl)sulfonyl)pyrrolidin-3-yl)(4-(quinolin-4-yl)piperazin-1-yl)methanone